2-(azetidin-1-ylmethyl)-2-((decanoyloxy)methyl)propane-1,3-diyl bis(decanoate) C(CCCCCCCCC)(=O)OCC(COC(CCCCCCCCC)=O)(COC(CCCCCCCCC)=O)CN1CCC1